1,4-bipyridine N1(CC=CC=C1)C1=CC=NC=C1